(7R,14R)-11-(2-(1-hydroxycyclopropyl)pyrimidin-5-yl)-6-(methyl-d3)-1-(prop-1-yn-1-yl)-6,7-dihydro-7,14-methanobenzo[f]benzo[4,5]imidazo[1,2-a][1,4]diazocin-5(14H)-one OC1(CC1)C1=NC=C(C=N1)C1=CC2=C(N=C3N2[C@H]2C4=C(C(N([C@@H]3C2)C([2H])([2H])[2H])=O)C=CC=C4C#CC)C=C1